OC1=C(C=C(C=C2CCCN3C2=NC2=C(C3=O)C=NN2C)C=C1OC)OC 9-(4-hydroxy-3,5-dimethoxybenzylidene)-1-methyl-6,7,8,9-tetrahydropyrazolo[3,4-d]pyrido[1,2-a]pyrimidin-4(1H)-one